2-hydroxy-4-(5,7-dihydroxy-4-oxo-4H-chromen-3-yl)phenolate OC1=C(C=CC(=C1)C1=COC2=CC(=CC(=C2C1=O)O)O)[O-]